BrC1=CC=C(C=C1)C1=CC=CC=C1 6-(4-bromophenyl)benzol